COC1(OC(C=C1)OC)C(=O)OC methyl 2,5-dihydro-2,5-dimethoxy-2-furancarboxylate